3-(((7-(2-Aminopyrimidin-4-yl)-2,3-dihydrofuro[3,2-c]pyridin-4-yl)amino)methyl)-N-(2-((2R,6S)-2,6-dimethylpiperidin-1-yl)ethyl)benzamid NC1=NC=CC(=N1)C=1C2=C(C(=NC1)NCC=1C=C(C(=O)NCCN3[C@@H](CCC[C@@H]3C)C)C=CC1)CCO2